C(C)(=O)O.C(C)(=O)O.C(C)(=O)O.C(C)(=O)O.S=C[C@H](O)[C@@H](O)[C@H](O)[C@H](O)CO thioglucose tetraacetate